Ethyl 2-[4-[(7-chloro-4-oxo-3H-pyrido[4,3-d]pyrimidin-5-yl)amino]indol-1-yl]acetate ClC1=CC=2N=CNC(C2C(=N1)NC1=C2C=CN(C2=CC=C1)CC(=O)OCC)=O